CC(CC(=O)SCCOP(=O)(OCCSC(CC(C)C)=O)C(C1=CC=C2C=CC(=CC2=C1)C(=O)OC1=C(C(=C(C(=C1F)F)F)F)F)(F)F)C perfluorophenyl 7-((bis(2-((3-methylbutanoyl) thio)ethoxy)phosphoryl) difluoromethyl)-2-naphthoate